C1(=CC=CC=C1)[C@@H]1N(OCC1)C1=CC(=NC=N1)N 6-((R)-3-phenylisoxazolidin-2-yl)pyrimidin-4-amine